(8s,9s)-5-fluoro-8-(4-fluorobenzyl)-9-(2-methyl-4-oxo-1,3-diazaspiro-[4.4]non-1-en-3-yl)-8,9-dihydro-2H-pyrido[4,3,2-de]phthalazin-3(7H)-one FC=1C=C2C=3C(=NNC(C3C1)=O)[C@H]([C@@H](N2)CC2=CC=C(C=C2)F)N2C(=NC1(C2=O)CCCC1)C